1-((4-fluoro-tetrahydro-2H-pyran-4-yl)methyl)-4-(4,4,5,5-tetramethyl-1,3,2-dioxaborolan-2-yl)-1H-pyrazole FC1(CCOCC1)CN1N=CC(=C1)B1OC(C(O1)(C)C)(C)C